Cl.ClC=1C=C2CN3C(=NC2=C(C1)F)SCC3(O)CCl 7-chloro-3-(chloromethyl)-9-fluoro-2,3-dihydro-5H-thiazolo[2,3-b]Quinazoline-3-ol hydrochloride